3,4-dimethyl-1,3-hexadiene CC(C=C)=C(CC)C